(2R)-4-{[(benzyloxy)carbonyl]amino}-2-[(tert-butoxycarbonyl)amino]butanoic acid C(C1=CC=CC=C1)OC(=O)NCC[C@H](C(=O)O)NC(=O)OC(C)(C)C